methacrylamidopropyl-lauryldimethylammonium chloride [Cl-].C(C(=C)C)(=O)NCCC[N+](C)(C)CCCCCCCCCCCC